1,4-bis(4-isopropylphenyl)butane-1,4-dione C(C)(C)C1=CC=C(C=C1)C(CCC(=O)C1=CC=C(C=C1)C(C)C)=O